FC1=C(C(=CC=C1)S(=O)(=O)C)N[C@H](C)C=1C=C(C=C2C(N(C(=NC12)N1CCOCC1)C)=O)C (R)-8-(1-((2-fluoro-6-(methylsulfonyl)phenyl)amino)ethyl)-3,6-dimethyl-2-morpholinoquinazolin-4(3H)-one